N[C@@H]1C2=CC(=CC=C2CC12CCN(CC2)C2=NC(=C(N=C2)SC2=C(C(=NC=C2)N)Cl)N)N2C(COCC2)=O (S)-4-(1-amino-1'-(6-amino-5-((2-amino-3-chloropyridin-4-yl)thio)pyrazin-2-yl)-1,3-dihydrospiro[indene-2,4'-piperidin]-6-yl)morpholin-3-one